COC1=C(C(=O)NC2=CC(=CC=C2)C(=O)N2CCOCC2)C=CC=C1 2-methoxy-N-(3-(morpholine-4-carbonyl)phenyl)benzamide